acrylooxybutyric acid C(C=C)(=O)OC(C(=O)O)CC